dihydro-[3,3'-bipyridine]-2-carbonitrile N1C(C(=CC=C1)C=1C=NC=CC1)C#N